CC1([C@@H](CC=2C(=NC=C(C2)C2=NC(=NO2)C=2SC(=CN2)C)O1)O)C (R)-2,2-dimethyl-6-(3-(5-methylthiazol-2-yl)-1,2,4-oxadiazol-5-yl)-3,4-dihydro-2H-pyrano[2,3-b]pyridin-3-ol